FC1=C(C=C(C=C1)NC(=O)C1=C(N(C(=C1C)C(C(=O)NC1(C(NCC12CC2)=O)C)=O)C)C)C N-(4-fluoro-3-methylphenyl)-1,2,4-trimethyl-5-(2-((7-methyl-6-oxo-5-azaspiro[2.4]heptan-7-yl)amino)-2-oxoacetyl)-1H-pyrrole-3-carboxamide